biquinoxaline C1=CC=C2C(=C1)N=CC(=N2)C3=NC4=CC=CC=C4N=C3